ClC1=NC=CC=C1N(C(=O)C=1C=NC(=NC1)C1CC1)CC=1C=CC=2C3=C(C(=NC2C1)NCC1=C(C=C(C=C1)OC)OC)COC3 N-(2-chloro-pyridin-3-yl)-2-cyclopropyl-N-[(4-{[(2,4-dimethoxyphenyl)methyl]amino}-1H,3H-furo[3,4-c]quinolin-7-yl)methyl]pyrimidine-5-carboxamide